5-((4-(4-((1-(4-(2,4-dioxotetrahydropyrimidin-1(2H)-yl)-2-fluorophenyl)piperidin-4-yl)methyl)piperazin-1-yl)-3-fluorophenyl)amino)-3-(piperidin-1-yl)-1,2,4-triazine-6-carboxamide O=C1N(CCC(N1)=O)C1=CC(=C(C=C1)N1CCC(CC1)CN1CCN(CC1)C1=C(C=C(C=C1)NC=1N=C(N=NC1C(=O)N)N1CCCCC1)F)F